(11-mercaptoundecyl)trimethylammonium SCCCCCCCCCCC[N+](C)(C)C